tert-Butyl (1R,5S)-3-((R or S)-6-chloro-2-(3-(dimethylamino) azetidin-1-yl)-8-fluoro-7-(2-fluoro-6-hydroxyphenyl) quinazolin-4-yl)-3,8-diazabicyclo[3.2.1]octane-8-carboxylate ClC=1C=C2C(=NC(=NC2=C(C1C1=C(C=CC=C1O)F)F)N1CC(C1)N(C)C)N1C[C@H]2CC[C@@H](C1)N2C(=O)OC(C)(C)C